OC1=CC=C(C=C1)/C(=C(\CC)/C1=CC=CC=C1)/C1=CC=C(OCCN2CCN(CCC2)CCCNC=2C=C3CN(C(C3=CC2)=O)C2C(NC(CC2)=O)=O)C=C1 (Z)-3-(5-((3-(4-(2-(4-(1-(4-hydroxyphenyl)-2-phenylbut-1-en-1-yl)phenoxy)ethyl)-1,4-diazepan-1-yl)propyl)amino)-1-oxoisoindolin-2-yl)piperidine-2,6-dione